2-(Dimethylamino)-4-((4-(Piperazin-1-ylmethyl)phenyl)amino)pyrimido[4,5-d]pyridazin-5(6H)-on Hydrochlorid Cl.CN(C=1N=C(C2=C(C=NNC2=O)N1)NC1=CC=C(C=C1)CN1CCNCC1)C